3-phenyl-4-(p-ethoxyphenyl-diazenyl)-5-(p-chlorophenyl)-2,3-dihydropyrrole C1(=CC=CC=C1)C1CNC(=C1N=NC1=CC=C(C=C1)OCC)C1=CC=C(C=C1)Cl